FC=1C(=CC2=C(OCC(O2)(C)C)C1)C(C)O 1-(7-fluoro-3,3-dimethyl-2,3-dihydrobenzo[b][1,4]dioxin-6-yl)ethan-1-ol